N-(2-(3,5-dimethylpiperidin-1-yl)pyrimidin-4-yl)-3-(2-fluoro-4-methoxyphenyl)isoxazol-5-amine CC1CN(CC(C1)C)C1=NC=CC(=N1)NC1=CC(=NO1)C1=C(C=C(C=C1)OC)F